4-(Cyclopropylmethyl)-3-oxa-1,8-diazaspiro[4.5]decan-2-one C1(CC1)CC1OC(NC12CCNCC2)=O